O=C1N(C(CN1C1=CC=C(C=C1)C(F)(F)F)=O)CC1=CC=C(OC(C(=O)OCC)(C)C)C=C1 Ethyl 2-(4-((2,5-dioxo-3-(4-(trifluoromethyl) phenyl) imidazolin-1-yl) methyl) phenoxy)-2-methylpropionate